4-(1-(1-acryloylpyrrolidin-3-yl)-5-aminoimidazo[1,5-c]pyrimidin-3-yl)-N-(4-cyclopropylpyridin-2-yl)benzamide C(C=C)(=O)N1CC(CC1)C=1N=C(N2C(=NC=CC21)N)C2=CC=C(C(=O)NC1=NC=CC(=C1)C1CC1)C=C2